CC=1C=C(CNC2=C3N=CNC3=NC=N2)C=CC1 6-((3-methylbenzyl)amino)-9H-purin